CN(C(=O)C=1C=C(C=CC1)NC(C1=C(C=C(C=C1)C(F)(F)F)OC1=C(C=C(C=C1)F)C)=O)C N-(3-(N,N-dimethylcarbamoyl)phenyl)-2-(4-fluoro-2-methylphenoxy)-4-(trifluoromethyl)benzamide